8-chloro-2-(1H-pyrazol-4-yl)isoquinolin-1(2H)-one ClC=1C=CC=C2C=CN(C(C12)=O)C=1C=NNC1